N-phenyl-N-(1,1':4',1''-terphenyl-4-yl)-N',N'-bis(1,1'-biphenyl-4-yl)-1,1'-biphenyl-4,4'-diamine C1(=CC=CC=C1)N(C1=CC=C(C=C1)C1=CC=C(C=C1)N(C1=CC=C(C=C1)C1=CC=CC=C1)C1=CC=C(C=C1)C1=CC=CC=C1)C1=CC=C(C=C1)C1=CC=C(C=C1)C1=CC=CC=C1